ClC=1C=C(C=CC1C)N1N=CC(=C1)C(C(=O)NC1=CC(=NN1C(=O)OC(C)(C)C)C1CC1)C tert-butyl 5-{2-[1-(3-chloro-4-methylphenyl)pyrazol-4-yl]propanamido}-3-cyclopropylpyrazole-1-carboxylate